FC(C(C(F)(F)F)(C(C(C(F)F)(F)F)(OC)F)F)(F)F 2-(trifluoromethyl)-3-methoxynonafluoropentane